((2-(pyridin-2-yl)ethyl)azanediyl)bis(heptane-7,1-diyl) bis(4,4-bis(((Z)-oct-5-en-1-yl)oxy)butanoate) C(CCC\C=C/CC)OC(CCC(=O)OCCCCCCCN(CCCCCCCOC(CCC(OCCCC\C=C/CC)OCCCC\C=C/CC)=O)CCC1=NC=CC=C1)OCCCC\C=C/CC